(4-methoxyphenyl)-9H-carbazole-3,6-diamine COC1=CC=C(C=C1)C1=CC(=CC=2C3=CC(=CC=C3NC12)N)N